C1CSC(CS1)(O)O 5-dihydroxy-1,4-dithiane